tert-butyl ((1S)-1-(4,4-difluorocyclohexyl)-2-((4-(2-methoxy-1-(4,4,4-trifluorobutanamido)ethyl)-pyridin-2-yl)amino)-2-oxoethyl)carbamate FC1(CCC(CC1)[C@@H](C(=O)NC1=NC=CC(=C1)C(COC)NC(CCC(F)(F)F)=O)NC(OC(C)(C)C)=O)F